N1=C(C=CC=C1)C1=NN(C(=N1)C1=NC=CC=C1)C=1C=C(C=CC1)C1=CC=CC=2C3=CC=CC=C3NC12 3-(3,5-di(pyridine-2-yl)-1H-1,2,4-triazol-1-yl)phenyl-9H-carbazole